chloro-[3-phenyl-indenylidene]ruthenium (II) Cl[Ru-]=C1C=C(C2=CC=CC=C12)C1=CC=CC=C1